Bis(10-ethyl-10H-phenoxazin-3-yl)phosphorus oxide C(C)N1C2=CC=CC=C2OC=2C=C(C=CC12)[P](C=1C=CC=2N(C3=CC=CC=C3OC2C1)CC)=O